[1,4]Oxazine-5-formate O1CC=NC(=C1)C(=O)[O-]